C(CC)(=O)OCCOC(C=C)=O acryloyloxyethyl propionate